6-fluoro-7-methoxy-4-methyl-2,4-dihydro-1,4-benzoxazin-3-one FC=1C(=CC2=C(N(C(CO2)=O)C)C1)OC